ClC=1C=C(C=NC1OC)CN1C2CN(CC1C2)C2=CC=C(C=N2)C=2C=1N(C=C(C2)OCC(C)(C)O)N=CC1C#N 4-(6-(6-((5-Chloro-6-methoxypyridin-3-yl)methyl)-3,6-diazabicyclo[3.1.1]hept-3-yl)pyridin-3-yl)-6-(2-hydroxy-2-methylpropyloxy)pyrazolo[1,5-a]pyridine-3-carbonitrile